N-[5-oxido-1-(2-trimethylsilylethoxymethyl)pyrazolo[4,3-c]pyridin-5-ium-7-yl]-2-oxo-2-[(2R,5S)-5-methyl-2-(2-methyl-1,3-benzothiazol-5-yl)-1-piperidyl]acetamide [O-][N+]1=CC2=C(C(=C1)NC(C(N1[C@H](CC[C@@H](C1)C)C=1C=CC3=C(N=C(S3)C)C1)=O)=O)N(N=C2)COCC[Si](C)(C)C